N-methyl-3-phenoxy-N-(3-phenoxycyclobutyl)cyclobutan-1-amine CN(C1CC(C1)OC1=CC=CC=C1)C1CC(C1)OC1=CC=CC=C1